O=C1NC(CCC1NC1=CC(=C(C=C1)N1CCC(CC1)C1CCN(CC1)C(=O)OC(C)(C)C)C(F)(F)F)=O tert-butyl 4-[1-[4-[(2,6-dioxo-3-piperidyl)amino]-2-(trifluoromethyl)phenyl]-4-piperidyl]piperidine-1-carboxylate